2-(2-(difluoromethoxy)-7-methylquinoxalin-5-yl)-5-phenylthiazole FC(OC1=NC2=CC(=CC(=C2N=C1)C=1SC(=CN1)C1=CC=CC=C1)C)F